BrC1=CC2=C(N=C(N=C2)NC2=NC=C(C=C2)N2CC(CC2)NCC)N(C1=O)C1CCCC1 6-Bromo-8-cyclopentyl-2-[5-(3-ethylamino-pyrrolidin-1-yl)-pyridin-2-ylamino]-8H-pyrido[2,3-d]pyrimidin-7-one